ClC1=CC=C(C=C1)[C@@]1(N(C(C2=CC(=CC(=C12)F)C(C)(C=1C=NN(C1)C)O)=O)CC1=NC=C(C=C1)Cl)OC[C@@H](C)O (3R)-3-(4-chlorophenyl)-2-[(5-chloropyridin-2-yl)methyl]-4-fluoro-6-[1-hydroxy-1-(1-methyl-1H-pyrazol-4-yl)ethyl]-3-[(2R)-2-hydroxypropoxy]-2,3-dihydro-1H-isoindol-1-one